5-((4-hydroxy-1-(4-(1-methylazetidin-3-yloxy)benzoyl)piperidin-4-yl)methyl)-1-p-tolyl-1H-pyrazolo[3,4-d]pyrimidin-4(5H)-one OC1(CCN(CC1)C(C1=CC=C(C=C1)OC1CN(C1)C)=O)CN1C=NC2=C(C1=O)C=NN2C2=CC=C(C=C2)C